2,4-Diphenyl-6-[8-(2,4-Diphenyl-[1,3,5]triazin-2-yl)-dibenzofuran-1-yl]-[1,3,5]triazine C1(=CC=CC=C1)C1=NC(=NC(=N1)C1=CC=CC=C1)C1=CC=CC=2OC3=C(C21)C=C(C=C3)C3(NC=NC(=N3)C3=CC=CC=C3)C3=CC=CC=C3